Ethyl 2-(trans-4-((4-(1-cyclopropyl-1H-pyrazol-4-yl)pyridin-2-yl)((trans-4-(5-methoxy-6-methylpyridin-2-yl) cyclohexyl)methyl)carbamoyl) cyclohexyl)acetate C1(CC1)N1N=CC(=C1)C1=CC(=NC=C1)N(C(=O)[C@@H]1CC[C@H](CC1)CC(=O)OCC)C[C@@H]1CC[C@H](CC1)C1=NC(=C(C=C1)OC)C